N,N-Dimethyl-2-[3-methyl-2-oxo-6-[2-(trifluoromethyl)-3-thienyl]imidazo[4,5-b]pyridin-1-yl]acetamide CN(C(CN1C(N(C2=NC=C(C=C21)C2=C(SC=C2)C(F)(F)F)C)=O)=O)C